(R)-1-(tert-butyl)-4-((phenylsulfinyl)methyl)benzene C(C)(C)(C)C1=CC=C(C=C1)C[S@@](=O)C1=CC=CC=C1